2,2-bis(tert-butylperoxy)-butane C(C)(C)(C)OOC(C)(CC)OOC(C)(C)C